N-(4-bromobenzyl)-2-methoxyethan-1-amine BrC1=CC=C(CNCCOC)C=C1